CC=1C=NC(=NC1)N1[C@H](CNCC1)C 5-methyl-2-[(2S)-2-methylpiperazin-1-yl]pyrimidine